1,1-bis(2-hydroxy-3-methylphenyl)octadecane OC1=C(C=CC=C1C)C(CCCCCCCCCCCCCCCCC)C1=C(C(=CC=C1)C)O